(tert-butyl-peroxyisopropyl)benzene C(C)(C)(C)OOC(C)(C)C1=CC=CC=C1